methyl tertiary butyl carbonate C(OC)(OC(C)(C)C)=O